ClC1=CC(=NC=N1)N(C(OC(C)(C)C)=O)CCC1=CC2=C(OCO2)C=C1C#N Tert-butyl (6-chloropyrimidin-4-yl)(2-(6-cyanobenzo[d][1,3]dioxol-5-yl)ethyl)carbamate